1-(4-methoxybenzyl)-5,6-dihydropyridin-2(1H)-one COC1=CC=C(CN2C(C=CCC2)=O)C=C1